FC=1C(=C(C=CC1)NC1=C(NC2=C1C(NCC2)=O)C2=C(C=NC=C2)OC[C@H]2N(CC2)C(=O)OC(C)(C)C)OC tert-butyl (2S)-2-{[(4-{3-[(3-fluoro-2-methoxyphenyl)amino]-4-oxo-1H,5H,6H,7H-pyrrolo[3,2-c]pyridin-2-yl}pyridin-3-yl)oxy]methyl}azetidine-1-carboxylate